5-((2-fluoro-4-iodophenyl)amino)-N-(2-hydroxyethoxy)imidazo[1,5-a]pyridine-6-carboxamide FC1=C(C=CC(=C1)I)NC1=C(C=CC=2N1C=NC2)C(=O)NOCCO